C(C)S(=O)(=O)N1CC2=C(CC1)NN=C2C(=O)N2CCC(CC2)C2=C(C=CC=C2)C(F)(F)F (5-(Ethylsulfonyl)-4,5,6,7-tetrahydro-1H-pyrazolo[4,3-c]pyridin-3-yl)(4-(2-(trifluoromethyl)phenyl)piperidin-1-yl)methanone